N-(4-fluorophenyl)-DL-2,3-diaminopropionamide FC1=CC=C(C=C1)NC([C@@H](CN)N)=O |r|